(E)-N-(5-methyl-1H-pyrazol-4-yl)-N-(thiophen-2-ylmethyl)-3-p-tolylacrylamide CC1=C(C=NN1)N(C(\C=C\C1=CC=C(C=C1)C)=O)CC=1SC=CC1